carbon (ii) 2,2,6,6-tetramethylpiperidin-4-yl dodecanate C(CCCCCCCCCCC)(=O)OC1CC(NC(C1)(C)C)(C)C.[C+2]